1,2-bis(4-chlorophenyl)disulfane ClC1=CC=C(C=C1)SSC1=CC=C(C=C1)Cl